[Cl-].C(CCC)N1C=[N+](C(=C1)C)CCCC 1,3-dibutyl-4-methyl-imidazolium chloride